C=O.[Ti].[Si] silicon-titanium formaldehyde